(2S,3R,4S,5R)-4-fluoro-5-(5-fluoro-2,4-dioxo-3,4-dihydropyrimidin-1(2H)-yl)-2-(iodomethyl)-2-methoxytetrahydrofuran-3-yl acetate C(C)(=O)O[C@@H]1[C@@](O[C@H]([C@H]1F)N1C(NC(C(=C1)F)=O)=O)(OC)CI